FC1=CC(=C(C=C1)C1=CC(=CC=C1)C=1OC2=C(N1)C=C(C=C2C(F)(F)F)CNCC2(CCC2)C)C2=NN=CN2C 1-(2-(4'-Fluoro-2'-(4-methyl-4H-1,2,4-triazol-3-yl)-[1,1'-biphenyl]-3-yl)-7-(trifluoromethyl)benzo[d]oxazol-5-yl)-N-((1-methylcyclobutyl)methyl)methanamine